OP(=O)(CCC(C(=O)O)=O)C 4-(hydroxy-(methyl)phosphinyl)-2-oxo-butyric acid